N-(8'-(azetidin-1-yl)-4'H-spiro[cyclopropane-1,5'-naphtho[2,1-d]isoxazol]-3'-yl)-4-((2S,5S)-2,5-dimethylmorpholine-4-carbonyl)-2,6-dimethoxybenzenesulfonamide N1(CCC1)C1=CC=C2C3(CC=4C(=NOC4C2=C1)NS(=O)(=O)C1=C(C=C(C=C1OC)C(=O)N1C[C@@H](OC[C@@H]1C)C)OC)CC3